2-(aminomethyl)-1-ethyl-3-(2-hydroxyethyl)-6-methoxy-1H-1,3-benzodiazole-3-ium hydrochloride bromide [Br-].Cl.NCC1=[N+](C2=C(N1CC)C=C(C=C2)OC)CCO